3-(1-(((R)-1-(3-nitro-5-(trifluoromethyl)phenyl)ethyl)amino)-4-oxo-3,4-dihydro Pyrido[3,4-d]pyridazin-7-yl)-3,6-diazabicyclo[3.1.1]heptane-6-carboxylate [N+](=O)([O-])C=1C=C(C=C(C1)C(F)(F)F)[C@@H](C)NC=1C2=C(C(NN1)=O)C=NC(=C2)N2CC1N(C(C2)C1)C(=O)[O-]